Tert-butyl 3-(3-(4-amino-3-(4-phenoxyphenyl)-1H-pyrazolo[3,4-d]pyrimidin-1-yl)pyrrolidin-1-yl)-[1,3'-biazetidine]-1'-carboxylate NC1=C2C(=NC=N1)N(N=C2C2=CC=C(C=C2)OC2=CC=CC=C2)C2CN(CC2)C2CN(C2)C2CN(C2)C(=O)OC(C)(C)C